tert-butyl rac-(3S,4S)-3-amino-4-fluoro-piperidine-1-carboxylate N[C@H]1CN(CC[C@@H]1F)C(=O)OC(C)(C)C |r|